1-(5-bromopyrimidin-2-yl)-N,N-dimethylpiperidin-4-amine BrC=1C=NC(=NC1)N1CCC(CC1)N(C)C